1-(benzhydryl)-4-{2-[(7-trifluoromethylquinolin-4-yl)amino]benzoyl}piperazine C(C1=CC=CC=C1)(C1=CC=CC=C1)N1CCN(CC1)C(C1=C(C=CC=C1)NC1=CC=NC2=CC(=CC=C12)C(F)(F)F)=O